C(C)(C)(C)OC(=O)N1CC2CN(CC2C1)C1=NC=2N(C=C1)N=CC2C=2C(=NC=CC2)OC 5-(3-(2-methoxypyridin-3-yl)pyrazolo[1,5-a]pyrimidin-5-yl)hexahydropyrrolo[3,4-c]pyrrole-2(1H)-carboxylic acid tert-butyl ester